ClC1=C(C(=O)N2CC(CCC2)C=2N(C(C(=C(N2)C(=O)NC=2C=NOC2)O)=O)C)C=CC=C1 2-(1-(2-chlorobenzoyl)piperidin-3-yl)-5-hydroxy-N-(isoxazol-4-yl)-1-methyl-6-oxo-1,6-dihydropyrimidine-4-carboxamide